CC1CCN(CC1)C1=NC=C(C=N1)C1(CCC(CC1)N)N 1-(2-(4-methylpiperidin-1-yl)pyrimidin-5-yl)cyclohexane-1,4-diamine